tetrahydro-furan-3-carbaldehyde O1CC(CC1)C=O